C(C1=CC=CC=C1)(=O)OC[C@]1(O[C@H]([C@@H]([C@@H]1O)O)C1=CC(=C2C(=NC=NN21)N)C(N)=O)F ((2S,3S,4R,5S)-5-(4-amino-5-carbamoylpyrrolo[2,1-f][1,2,4]triazin-7-yl)-2-fluoro-3,4-dihydroxytetrahydrofuran-2-yl)methyl benzoate